6-(2',4'-dimethoxybiphenyl-4-yl)methoxy-2-[2-(N,N-dimethylamino)ethyl]tetraline nickel [Ni].COC1=C(C=CC(=C1)OC)C1=CC=C(C=C1)COC=1C=C2CCC(CC2=CC1)CCN(C)C